2-hydroxy-1-[(oxan-4-yl)amino]propan OC(CNC1CCOCC1)C